C(CCCCCCCCCC)OC[C@@H](OCCCCCCCCCCC)COP(=O)(O)OCC[N+](C)(C)C 1,2-Di-undecyl-sn-glycero-3-phosphorylcholine